C(C)(CC)OC(C(=C)C)=O.ClC1=C2C(=NC=C1)NCC2(C2CC2)C=2C=C(C=CC2)N2C(CN(CC2)CCCN2CCNCC2)=O 1-(3-{4-chloro-3-cyclopropyl-1H-pyrrolo[2,3-b]pyridin-3-yl}phenyl)-4-[3-(piperazin-1-yl)propyl]piperazin-2-one sec-butyl-methacrylate